((1S,4S,6R)-6-((5-chloropyrazin-2-yl)amino)-2-azabicyclo[2.2.1]hept-2-yl)(3-fluoro-2-(pyrimidin-2-yl)phenyl)methanone ClC=1N=CC(=NC1)N[C@@H]1C[C@@H]2CN([C@H]1C2)C(=O)C2=C(C(=CC=C2)F)C2=NC=CC=N2